(E)-5-bromo-N'-(1-(naphthalen-2-yl)ethylidene)nicotinohydrazide BrC=1C=NC=C(C(=O)N/N=C(\C)/C2=CC3=CC=CC=C3C=C2)C1